FC=1C=C(C=C2C(=NC(=NC12)OC[C@H]1N(CCC1)C)N1CCNCC1)C#N 8-fluoro-2-(((S)-1-methyl-pyrrolidin-2-yl)methoxy)-4-(piperazin-1-yl)quinazoline-6-carbonitrile